N-(6-(difluoromethyl)-2-methyl-2H-indazol-5-yl)-4-(piperazin-1-yl)-2,3-dihydro-1H-pyrrolo[2,3-b]pyridine-1-carboxamide formate C(=O)O.FC(C=1C(=CC2=CN(N=C2C1)C)NC(=O)N1CCC=2C1=NC=CC2N2CCNCC2)F